NC=1C(=NC(=C(N1)C)C)C(=O)N(C)OC 3-Amino-N-methoxy-N,5,6-trimethylpyrazine-2-carboxamide